ClC1=NN2C(N=CC3=C2C(CN3C(=O)OC(C)(C)C)(C(F)(F)F)C)=C1 tert-butyl 2-chloro-8-methyl-8-(trifluoromethyl)-7,8-dihydro-6H-pyrazolo[1,5-a]pyrrolo[2,3-e]pyrimidine-6-carboxylate